IC1=CN(C=2N=CN=CC21)C(C)C 5-iodo-7-isopropyl-7H-pyrrolo[2,3-d]pyrimidin